N1=C(NCC1)C=1C=C(C=CC1)NC(=O)NC1=CC(=CC=C1)F N-[3-(4,5-dihydro-3H-imidazol-2-yl)phenyl]-1-[(3-fluorophenyl)amino]methanamide